3-neopentylazetidin-3-ol TFA salt OC(=O)C(F)(F)F.C(C(C)(C)C)C1(CNC1)O